2-[1-(2,2-difluoroethyl)-1H-pyrazolo[3,4-b]pyrazin-6-yl]-7-[6-(trifluoromethyl)pyridin-3-yl]-2,7-diazaspiro[4.4]nonane FC(CN1N=CC=2C1=NC(=CN2)N2CC1(CC2)CN(CC1)C=1C=NC(=CC1)C(F)(F)F)F